(1r,2r)-(-)-N,N'-dimethyl-1,2-cyclohexanediamine CN[C@H]1[C@@H](CCCC1)NC